4-((2-(3-(dimethylamino)propyl)-6-(2-fluorophenyl)-2H-indazol-3-yl)amino)cyclohexylamine CN(CCCN1N=C2C=C(C=CC2=C1NC1CCC(CC1)N)C1=C(C=CC=C1)F)C